C(OC1=CC(=C2C(C=C(OC2=C1[C@@H]1[C@@H](CN(CC1)C)OC(=O)OCC)C1=C(C=CC=C1)Cl)=O)O)(OCC)=O 2-(2-chlorophenyl)-8-((3S,4R)-3-((ethoxycarbonyl)oxy)-1-methylpiperidin-4-yl)-5-hydroxy-4-oxo-4H-chromen-7-yl ethyl carbonate